COC=1C=C(N)C=C(C1)OC1=CC=C(C=C1)C(F)(F)F 3-methoxy-5-(4-(trifluoromethyl)phenoxy)aniline